CC1=NNC(=C1)C1=CC=CC=C1 3-methyl-5-phenyl-1H-pyrazole